2,3-dihydro-1H-naphtho[1,8-de][1,3,2]diazaborine N1BNC2=C3C1=CC=CC3=CC=C2